3-((tert-butyldimethylsilyl)oxy)-5-(cyclopropylmethyl)pyrrolidin-2-one [Si](C)(C)(C(C)(C)C)OC1C(NC(C1)CC1CC1)=O